F[C@@H](C(=O)NC1=CC=C(C=C1)NCC1=CC=C(C=C1)O)[C@H](CCCCC)F (2S,3S)-2,3-Difluoro-N-(4-((4-hydroxybenzyl)amino)phenyl)octanamid